benzyl 2-(2-oxopyridin-1(2H)-yl)ethylcarbamate O=C1N(C=CC=C1)CCNC(OCC1=CC=CC=C1)=O